3-{[((1S)-6-{methyl[4-isopropyl-phenyl]amino}-1,2,3,4-tetrahydro-isoquinolyl)methyl]amino}pyridine-4-carboxylic acid CN(C=1C=C2CCN[C@@H](C2=CC1)CNC=1C=NC=CC1C(=O)O)C1=CC=C(C=C1)C(C)C